(S)-2-(6,8-dimethyl-4-oxopyrrolo[1,2-d][1,2,4]triazin-3(4H)yl)-N-(1-phenylethyl)acetamide CC1=CC(=C2N1C(N(N=C2)CC(=O)N[C@@H](C)C2=CC=CC=C2)=O)C